C1(=CC=CC=C1)N1N=CC(=C1)C=1C=CC=2N(N1)C(=CN2)C2=CC=CC(=N2)NC2CC1(CNC1)CC2 N-(6-(6-(1-phenyl-1H-pyrazol-4-yl)imidazo[1,2-b]pyridazin-3-yl)pyridin-2-yl)-2-azaspiro[3.4]octan-6-amine